2-(1-cyclopropyl-2-hydroxy-2-methylpropyl)isoindolin-1-one C1(CC1)C(C(C)(C)O)N1C(C2=CC=CC=C2C1)=O